BrC=1C=C(C=C(C1)Br)C1=CC(=CC(=C1)Br)Br 3,3',5,5'-tetrabromobiphenyl